CC1=NN2C(N=C(C=C2O)C)=C1 2,5-dimethyl-pyrazolo[1,5-a]pyrimidin-7-ol